2-((1r,4r)-4-(2-(4-(4-(2,6-Dioxopiperidin-3-yl)phenyl)piperazin-1-yl)ethyl)cyclohexyl)-N-(imidazo[1,2-b]pyridazin-3-yl)-6-methoxy-2H-indazole-5-carboxamide O=C1NC(CCC1C1=CC=C(C=C1)N1CCN(CC1)CCC1CCC(CC1)N1N=C2C=C(C(=CC2=C1)C(=O)NC1=CN=C2N1N=CC=C2)OC)=O